NC1=NC=C(C2=C1C(=NN2C(C)C)C2=CC(=C(C=C2)NS(=O)(=O)C2=C(C=CC(=C2)Cl)F)F)C2=CC[C@H](CC2)NC2COC2 N-(4-(4-amino-1-isopropyl-7-(4(S)-(oxetan-3-ylamino)cyclohex-1-en-1-yl)-1H-pyrazolo[4,3-c]pyridin-3-yl)-2-fluorophenyl)-5-chloro-2-fluorobenzenesulfonamide